C(C)(=O)N1C[C@@H](CC1)NC([C@H](CCCN1C(=NC2=C1C=CC=C2)N)NC(OC(C)(C)C)=O)=O tert-butyl ((S)-1-(((R)-1-acetylpyrrolidin-3-yl)amino)-5-(2-amino-1H-benzo[d]imidazol-1-yl)-1-oxopentan-2-yl)carbamate